C(C)(C)(C)NC(C)(C)C di-t-Butylamin